C(C)(=O)N[C@@H](CC1=CC=C(C=C1)O)C(=O)O.[Cu] copper acetyl-tyrosine